ClC=1C(=C2C=NNC2=C(C1F)C(C)N1N=CC(=C1)C)C=1N=CC=2N(C1)C=C(N2)NC(=O)[C@H]2[C@H](C2)F (1S,2S)-N-(6-(5-chloro-6-fluoro-7-(1-(4-methyl-1H-pyrazol-1-yl)ethyl)-1H-indazol-4-yl)imidazo[1,2-a]pyrazin-2-yl)-2-fluorocyclopropane-1-carboxamide